1-[[2-(difluoromethoxy)pyridin-4-yl]methyl]-3-[(1s,3s)-3-hydroxy-3-(trifluoromethyl)cyclobutyl]urea FC(OC1=NC=CC(=C1)CNC(=O)NC1CC(C1)(C(F)(F)F)O)F